5-Bromo-2-chloro-3-fluoro-6-hydroxybenzaldehyde BrC=1C=C(C(=C(C=O)C1O)Cl)F